(S)-1-(tert-butyl)-3-(7-chloro-1-(1-(5-chloro-2-fluorophenyl)ethyl)-2-oxo-1,2-dihydroquinoxalin-6-yl)urea C(C)(C)(C)NC(=O)NC=1C=C2N=CC(N(C2=CC1Cl)[C@@H](C)C1=C(C=CC(=C1)Cl)F)=O